1-(1-(4-methoxybenzyl)-2-carbonyl-1,2-dihydrobenzo[cd]indol-6-yl)-5-(trifluoromethyl)-1H-pyrazole-4-carboxylic acid ethyl ester C(C)OC(=O)C=1C=NN(C1C(F)(F)F)C=1C=2C3=C(C(N(C3=CC1)CC1=CC=C(C=C1)OC)=C=O)C=CC2